CN(CCCCNCC1=CC=C(C=C1)C1=C2C(=NC(=C1)C1=CC=C(C=C1)CNCCCCN(C)C)N(C=C2)CC2=CC=CC=C2)C 4,6-Bis{4-[(4-dimethylaminobutyl)aminomethyl]phenyl}-1-benzyl-1H-pyrrolo[2,3-b]pyridine